O1C(=CC=C1C(=O)O)C=1OC(=CC1)C(=O)O [2,2'-bifuran]-5,5'-dicarboxylic acid